C12COCC(CC1)N2C(=O)N2CC1=C(C=C(C=C1CC2)C=2C=C1C(=NC2)NC=C1C)[C@H]1NCCC1 (3-oxa-8-Azabicyclo[3.2.1]octane-8-yl)(6-(3-methyl-1H-pyrrolo[2,3-b]pyridin-5-yl)-8-((S)-Pyrrolidin-2-yl)-3,4-dihydroisoquinolin-2(1H)-yl)methanone